hexamethylenebis(lauramide) C(CCCCCCCCCCCCCCCCCCCCCCCCCCCCC(=O)N)(=O)N